3,5-dimethyl-4-isopropyl-phenol CC=1C=C(C=C(C1C(C)C)C)O